tert-butyl (3-{2-[2-(trifluoromethoxy)ethoxy]-1,3-oxazol-5-yl}bicyclo[1.1.1]pentan-1-yl)carbamate FC(OCCOC=1OC(=CN1)C12CC(C1)(C2)NC(OC(C)(C)C)=O)(F)F